6,7-dihydro-2,4-diphenyl-5H-cyclopentapyrimidine C1(=CC=CC=C1)C1=NC2=C(C(=N1)C1=CC=CC=C1)CCC2